C(C1=CC=CC=C1)(=O)OCCCCC(C)(C)C neooctyl benzoate